ClCC=1N=NN(C1CCl)CCOCCNC(OC(C)(C)C)=O tert-butyl (2-(2-(4,5-bis(chloromethyl)-1H-1,2,3-triazol-1-yl)ethoxy)ethyl)carbamate